ClC1=CC=C(CN2C(=NC=3N(C(N(C(C23)=O)CCCO)=O)CC)OC2=C(C=CC=C2)CC)C=C1 7-(4-chlorobenzyl)-3-ethyl-8-(2-ethylphenoxy)-1-(3-hydroxypropyl)-1H-purine-2,6(3H,7H)-dione